N-[4-(1-hydroxy-2,6-dimethyl-cyclohexyl)-6-(2-isopropylphenoxy)pyrimidin-2-yl]-1-methyl-pyrazole-4-sulfonamide OC1(C(CCCC1C)C)C1=NC(=NC(=C1)OC1=C(C=CC=C1)C(C)C)NS(=O)(=O)C=1C=NN(C1)C